C(C=C)N1/C(/SC(=C1Cl)C=O)=N\S(=O)(=O)C1=CC=CC=C1 N-[(2E)-3-ALLYL-4-CHLORO-5-FORMYL-1,3-THIAZOL-2(3H)-YLIDENE]BENZENESULFONAMIDE